4-[3-[(2,4-Dimethoxyphenyl)methylcarbamoyl]-6-methyl-imidazo[1,5-a]pyrazin-1-yl]oxazole-5-carboxylic acid ethyl ester C(C)OC(=O)C1=C(N=CO1)C=1N=C(N2C1C=NC(=C2)C)C(NCC2=C(C=C(C=C2)OC)OC)=O